(+-)-(2,6-dimethyl-1,2,3,4-tetrahydro-2-naphthyridinyl)methanol C[C@]1(NC2=NC=C(C=C2CC1)C)CO |r|